C(#C)C=1C=CC(=C(C1)O)C1=NN=C(C2=CC=CC=C12)NCC1OCCC1 5-ethynyl-2-(4-(((tetrahydrofuran-2-yl)methyl)amino)phthalazin-1-yl)phenol